(E)-4-(2-(4-cyclopropyl-1-(2,6-dichlorophenyl)-1H-1,2,3-triazol-5-yl)vinyl)piperidine-1-carboxylic acid tert-butyl ester C(C)(C)(C)OC(=O)N1CCC(CC1)\C=C\C1=C(N=NN1C1=C(C=CC=C1Cl)Cl)C1CC1